methyl 2-[acetyl(cyclopropylmethyl)amino]-5-[5-(imidazo[1,2-a]pyrimidin-6-ylcarbamoyl)-2-pyridyl]benzoate C(C)(=O)N(C1=C(C(=O)OC)C=C(C=C1)C1=NC=C(C=C1)C(NC=1C=NC=2N(C1)C=CN2)=O)CC2CC2